sodium N-methyl-alanine CN[C@@H](C)C(=O)O.[Na]